BrC1=CN(NC=C1Cl)COCC[Si](C)(C)C 4-bromo-5-chloro-2-((2-(trimethylsilyl)ethoxy)methyl)pyridazine